N-(3-(2,4-Dichloro-5-methylphenoxy)propyl)-N-methylprop-2-yn-1-amine ClC1=C(OCCCN(CC#C)C)C=C(C(=C1)Cl)C